tert-butyl 4-[7-benzyloxy-3-(2,6-dioxo-3-piperidyl)-1,2-benzoxazol-6-yl]-3,6-dihydro-2H-pyridine-1-carboxylate C(C1=CC=CC=C1)OC1=C(C=CC=2C(=NOC21)C2C(NC(CC2)=O)=O)C=2CCN(CC2)C(=O)OC(C)(C)C